5-chloro-1-((5-cyclopropylpyridine-2-yl)methyl)-1H-indazole-7-carboxylic acid ClC=1C=C2C=NN(C2=C(C1)C(=O)O)CC1=NC=C(C=C1)C1CC1